(R)-1-((R or S)-3-(2-(5-fluorothiophen-2-yl)ethyl)-1-(2-(6-methylpyridin-3-yl)propan-2-yl)pyrrolidin-3-yl)ethyl isopropylcarbamate C(C)(C)NC(O[C@H](C)[C@]1(CN(CC1)C(C)(C)C=1C=NC(=CC1)C)CCC=1SC(=CC1)F)=O |o1:8|